C(C)(=O)O[C@H]1[C@H](O)O[C@@H]([C@@H]([C@@H]1OC(C)=O)OC(C)=O)COC(C)=O 2,3,4,6-tetra-O-acetyl-β-D-galactopyranose